triisopropyl-titanium isostearate C(CCCCCCCCCCCCCCC(C)C)(=O)[O-].C(C)(C)[Ti+](C(C)C)C(C)C